3-(5-((1-(4'-chloro-5,5-dimethyl-3,4,5,6-tetrahydro-[1,1'-biphenyl]-2-carbonyl)piperidine-4-yl)methyl)-1-oxoisoindolin-2-yl)piperidine-2,6-dione ClC1=CC=C(C=C1)C1=C(CCC(C1)(C)C)C(=O)N1CCC(CC1)CC=1C=C2CN(C(C2=CC1)=O)C1C(NC(CC1)=O)=O